2-(3,4-dichlorobenzyl)-2,3,4,9-tetrahydro-1H-pyrido[3,4-b]indole ClC=1C=C(CN2CC=3NC4=CC=CC=C4C3CC2)C=CC1Cl